C(=C)C1CC(=CO1)C(=O)N 5-vinyl-4,5-dihydrofuran-3-carboxamide